Cl.COC1=C(SC=C1)CN(C)CC[C@]1(CCOC2(CCCC2)C1)C1=NC=CC=C1 (R)-N-((3-Methoxythiophen-2-yl)methyl)-N-methyl-2-(9-(pyridin-2-yl)-6-oxaspiro[4.5]decan-9-yl)ethylamine hydrochloride